BrC1=C(C=CC=C1OC=1C=C2C=3C=CC(=CC3C(C2=CC1)(C)C)N(C1=CC=C(C=C1)C)C1=CC=C(C=C1)C)OC=1C=C2C=3C=CC(=CC3C(C2=CC1)(C)C)N(C1=CC=C(C=C1)C)C1=CC=C(C=C1)C 6,6'-((2-bromo-1,3-phenylene)bis(oxy))bis(9,9-dimethyl-N,N-di-p-tolyl-9H-fluorene-2-amine)